CN(C1=CC=C2C(=NC(=NN21)C2=CNC1=NC=C(C=C12)F)N[C@@H]1[C@H](C2CCC1CC2)C(=O)O)C (1R,2S,3S,4R)-3-((7-(dimethylamino)-2-(5-fluoro-1H-pyrrolo[2,3-b]pyridin-3-yl)pyrrolo[2,1-f][1,2,4]triazin-4-yl)amino)bicyclo[2.2.2]octane-2-carboxylic acid